BrC1=CC=C(C=C1)N1C(C2(CC1)N(C1=CC(=CC=C1C2)OC)C)=O (4-bromophenyl)-6-methoxy-1-methyl-spiro[indoline-2,3'-pyrrolidine]-2'-one